C(C)(C)OC(=O)C1CC(C1)N(C=1C2=C(N=CN1)NC=C2)C.FC2=C(C(=CC(=C2F)F)F)[B-](C2=C(C(=C(C=C2F)F)F)F)(C2=C(C(=C(C=C2F)F)F)F)C2=C(C(=C(C=C2F)F)F)F.C2=CC=CC=C2 Benzene tetrakis-(2,3,4,6-tetrafluorophenyl)borate Iso-propyl-(1s,3s)-3-(methyl(7H-pyrrolo[2,3-d]pyrimidin-4-yl)amino)cyclobut-ane-1-carboxylate